(1-oxo-5-(((cis)-2-(3-(4-(trifluoromethoxy)phenyl)azetidin-1-yl)cyclohexyl)oxy)isoindolin-2-yl)piperidine-2,6-dione O=C1N(CC2=CC(=CC=C12)O[C@H]1[C@H](CCCC1)N1CC(C1)C1=CC=C(C=C1)OC(F)(F)F)N1C(CCCC1=O)=O